C(C)(C)C1=CC=C(CNC(=O)N2CC(CCC2)C2=C(OCC(C(=O)O)C)C=CC=C2)C=C1 3-(1-(4-isopropylbenzyl)carbamoylpiperidin-3-ylphenoxy)-2-methylpropanoic acid